C1(CCCC1)N1C(NCC=2C1=NC=NC2)=O 1-cyclopentyl-3,4-dihydropyrimido[4,5-d]pyrimidin-2(1H)-one